NC1=C(C2=C(N=CN(C2=O)C)N1C1=C(C(=CC=C1C)OC)C)C#N 6-amino-7-(3-methoxy-2,6-dimethylphenyl)-3-methyl-4-oxo-4,7-dihydro-3H-pyrrolo[2,3-d]pyrimidine-5-carbonitrile